C[C@H]1N([C@H](CNC1)C)C(=O)N1C[C@@H]2CNC3=NN=C(C=C3N2CC1)C1=C(C=CC=C1)O [(2R,6S)-2,6-dimethylpiperazin-1-yl]-[(10S)-4-(2-hydroxyphenyl)-1,5,6,8,12-pentazatricyclo[8.4.0.02,7]tetradeca-2,4,6-trien-12-yl]methanone